NC1=NC=CC(=C1)C=1OC=C(N1)C(=O)NC=1C(=CC2=C(CC(O2)(C)C)C1)C=1C=NC=CC1 2-(2-Aminopyridin-4-yl)-N-(2,2-dimethyl-6-(pyridin-3-yl)-2,3-dihydrobenzofuran-5-yl)oxazole-4-carboxylic acid amide